Sodium Format C(=O)[O-].[Na+]